1-(Azidomethyl)-5-azaspiro[2.4]heptane-5-carboxylic acid tert-butyl ester C(C)(C)(C)OC(=O)N1CC2(CC2CN=[N+]=[N-])CC1